2-(6-{1-[(2S)-1-[(3R,4R)-3,4-dihydroxypyrrolidin-1-yl]-3-methylbutan-2-yl]azetidin-3-yl}-3-methylimidazo[1,5-a]pyridin-8-yl)-N-ethyl-5-fluoro-N-(isopropyl)benzamide O[C@@H]1CN(C[C@H]1O)C[C@H](C(C)C)N1CC(C1)C=1C=C(C=2N(C1)C(=NC2)C)C2=C(C(=O)N(C(C)C)CC)C=C(C=C2)F